C(C)(C)(C)OC(=O)N1C(N(C2=C1C=CC=C2)C=2C=NC(=C(C2)Cl)F)=O 3-(5-chloro-6-fluoropyridin-3-yl)-2-oxo-2,3-dihydro-1H-benzo[d]imidazole-1-carboxylic acid tert-butyl ester